COC1=CC=C(C=C1)C1C(C1)NC=1C2=C(N=CN1)C1=C(S2)N=C(C=C1C)C N-[2-(4-methoxyphenyl)cyclopropyl]-7,9-dimethyl-pyrido[3',2':4,5]thieno[3,2-d]pyrimidin-4-amine